C(\C=C\C1=CC(OC)=C(O)C=C1)(=O)[O-].[Na+] sodium ferulate salt